N6-((bicyclo[6.1.0]non-4-yn-9-ylmethoxy)carbonyl)-lysine C12CCC#CCCC2C1COC(=O)NCCCC[C@H](N)C(=O)O